4-amino-9-(β-D-ribofuranosyl)-9H-pyrido[4',3':4,5]pyrrolo[2,3-d]pyrimidine NC=1C2=C(N=CN1)N(C1=C2C=CN=C1)[C@H]1[C@H](O)[C@H](O)[C@H](O1)CO